N-((5-(2-((2-methylpyrido[3,2-d]pyrimidin-4-yl)thio)acetyl)thiophen-2-yl)methyl)pivalamide CC=1N=C(C2=C(N1)C=CC=N2)SCC(=O)C2=CC=C(S2)CNC(C(C)(C)C)=O